FC1=C(C=CC(=C1)C(F)(F)F)COC1CN(C1)C(=O)N1C[C@H]2[C@H](OCC(N2)=O)[C@@H](C1)C |o1:21,22,28| rel-(4aS,8R,8aR)-6-[3-[[2-fluoro-4-(trifluoromethyl)phenyl]methoxy]azetidine-1-carbonyl]-8-methyl-4,4a,5,7,8,8a-hexahydropyrido[4,3-b][1,4]oxazin-3-one